1,4-dioxaspiro[4.5]decan-7-ol O1CCOC12CC(CCC2)O